3-bromo-5-fluoro-2-(4-fluorophenyl)-1-(p-tolylsulfonyl)pyrrolo[2,3-b]pyridine BrC1=C(N(C2=NC=C(C=C21)F)S(=O)(=O)C2=CC=C(C=C2)C)C2=CC=C(C=C2)F